sulfosuccinimidyl-(4-azidosalicylamido) caproate C(CCCCC)(=O)ONC(C=1C(ON2C(C(CC2=O)S(=O)(=O)O)=O)=CC(=CC1)N=[N+]=[N-])=O